diallyl-naphthalene-2,6-dicarboxylic acid C(C=C)C=1C(=C(C2=CC=C(C=C2C1)C(=O)O)CC=C)C(=O)O